5-bromo-3-fluoro-2-methoxyphenol BrC=1C=C(C(=C(C1)O)OC)F